C1(CC1)N1N=C(C=C1)NC1=NC=C(C(=O)NC([2H])([2H])[2H])C(=C1)NC1=C(C(=CC=C1)C1=NC=CC=N1)OC 6-((1-cyclopropyl-1H-pyrazol-3-yl)amino)-4-((2-methoxy-3-(pyrimidin-2-yl)phenyl)amino)-N-(methyl-d3)nicotinamide